NC(CO)C(C)O[Si](C)(C)C(C)(C)C 2-Amino-3-[(tert-butyldimethylsilyl)oxy]butan-1-ol